1-(2-(benzo-furan-5-ylamino)-5-methyl-pyrimidin-4-yl)-N-(2-hydroxy-1-phenylethyl)-1H-pyrrole-3-carboxamide O1C=CC2=C1C=CC(=C2)NC2=NC=C(C(=N2)N2C=C(C=C2)C(=O)NC(CO)C2=CC=CC=C2)C